1-(4-((2R,3R)-1-(2-(Difluoromethyl)-6-(4-methyl-1-oxa-8-azaspiro[4.5]dec-3-en-8-yl)pyrimidin-4-yl)-2-methylazetidin-3-yl)piperazin-1-yl)prop-2-en-1-one FC(C1=NC(=CC(=N1)N1[C@@H]([C@@H](C1)N1CCN(CC1)C(C=C)=O)C)N1CCC2(C(=CCO2)C)CC1)F